tert-butyl 4-(5-(4-(1-(tert-butoxycarbonyl)-1,2,3,6-tetrahydropyridin-4-yl)-3-fluorophenylcarbamoyl)furan-2-yl)-5,6-dihydropyridine-1(2H)-carboxylate C(C)(C)(C)OC(=O)N1CCC(=CC1)C1=C(C=C(C=C1)NC(=O)C1=CC=C(O1)C1=CCN(CC1)C(=O)OC(C)(C)C)F